CN(C(C(=C)C)=O)C N,N-Dimethylmethacrylamid